NC1=NC2=CC(=CC=C2C=C1Br)CC[C@H]1S[C@H]([C@@H]([C@@H]1O)O)N1C=CC2=C1N=CN=C2N (2R,3S,4R,5R)-2-(2-(2-amino-3-bromoquinolin-7-yl)ethyl)-5-(4-amino-7H-pyrrolo[2,3-d]pyrimidin-7-yl)tetrahydrothiophene-3,4-diol